CC1(OB(OC1(C)C)C=1CCN(CCC1)C(=O)OC(C)(C)C)C tert-Butyl 4-(4,4,5,5-tetramethyl-1,3,2-dioxaborolan-2-yl)-2,3,6,7-tetrahydro-1H-azepine-1-carboxylate